4-benzyl-1-glycyl-6-methylpiperazine-2-carboxylate hydrochloride Cl.C(C1=CC=CC=C1)N1CC(N(C(C1)C)C(CN)=O)C(=O)O